(2S,4R)-4-(2-((3-methoxyphenyl)amino)-2-oxoethyl)-1-(2-methylbenzofuro[3,2-d]pyrimidin-4-yl)pyrrolidine-2-carboxylic acid COC=1C=C(C=CC1)NC(C[C@H]1C[C@H](N(C1)C=1C2=C(N=C(N1)C)C1=C(O2)C=CC=C1)C(=O)O)=O